ClC=1C=C(C(=O)NC(C2CCN(CC2)C(=O)OC(C)(C)C)([2H])[2H])C=C(C1)F tert-butyl 4-[[(3-chloro-5-fluoro-benzoyl)amino]-dideuterio-methyl]piperidine-1-carboxylate